[Cl-].CC(CC([Si](OC)(OC)OC)(C)C)[NH3+] (trimethyl-[3-(trimethoxysilyl)propyl])Ammonium chloride